FC(C(C(OC(OC(F)(F)F)(F)F)(F)F)(F)F)(F)OC(F)(F)C(C(OC(OC(F)(F)F)(F)F)(F)F)(F)F perfluoro-3,5-dioxahexylmethyl ether